2-amino-9H-purin-6(1H)-one NC=1NC(C=2N=CNC2N1)=O